OCCCC[N+](CCCCO)(CCCCO)CCCCO Tetra(4-Hydroxybutyl)ammonium